2-(cyclohept-1-en-1-yl)-5-ethyl-7-oxo-6-(piperazin-1-yl)-[1,2,4]triazolo[1,5-a]pyrimidin C1(=CCCCCC1)C=1NN2C(=NC(=C(C2=O)N2CCNCC2)CC)N1